ClC=1C=C2C=CN=C(C2=C(C1)C)N(C(C1=C(C=C(C=C1)C=1SC(=NN1)C)F)=O)[C@H]1CNCCC1 (R)-N-(6-chloro-8-methylisoquinolin-1-yl)-2-fluoro-4-(5-methyl-1,3,4-thiadiazol-2-yl)-N-(piperidin-3-yl)benzamide